5-(indolizine-2-carbonyl)-N-(1,1,1-trifluoropropan-2-yl)-4H,5H,6H,7H-[1,2]oxazolo[4,3-c]pyridine-3-carboxamide C=1C(=CN2C=CC=CC12)C(=O)N1CC=2C(CC1)=NOC2C(=O)NC(C(F)(F)F)C